C(C)(C)C1=C2C=C(C(=NC2=C2C(=C1)C=C(C(=C2)OC)OCCCOC)OC)C(=O)O 5-isopropyl-2,9-dimethoxy-8-(3-methoxypropoxy)benzo[h]quinoline-3-carboxylic acid